CN1C(C2=NC=C(C=C2C1=O)C1=C(C=C2C(=N1)CCC2)C2=CN=C(O2)CC2(CCCC2)C)=O 6-Methyl-3-(3-(2-((1-methylcyclopentyl)methyl)oxazol-5-yl)-6,7-dihydro-5H-cyclopenta[b]pyridin-2-yl)-5H-pyrrolo[3,4-b]pyridin-5,7(6H)-dion